CC1=NC2=C(N1)C=C(C=C2C(=O)O)C2=CC=C(C=C2)C2=C(C=CC=C2)CN2CCC(CC2)C 2-methyl-6-(2'-((4-methylpiperidin-1-yl)methyl)-[1,1'-biphenyl]-4-yl)-1H-benzo[d]imidazole-4-carboxylic acid